C(C)OP(C1=CC(=CC=C1)F)C1=CC(=CC=C1)F ethoxydi(3-fluorophenyl)phosphine